FC(C1=NN(C=C1NC(=O)C1=NC(=CC=C1)C1=NNC=C1)C1CN(C1)C1CCN(CC1)C(CC)=O)F N-(3-(difluoromethyl)-1-(1-(1-propionylpiperidin-4-yl)azetidin-3-yl)-1H-pyrazol-4-yl)-6-(1H-pyrazol-3-yl)-2-pyridineamide